C1(CCCCC1)CCN1CC(CCC1)C1=NN(C(N1)=O)C=1C=C(C#N)C=CC1 3-(3-(1-(2-cyclohexylethyl)piperidin-3-yl)-5-oxo-4,5-dihydro-1H-1,2,4-triazol-1-yl)benzonitrile